5-(methoxycarbonyl)bicyclo[3.1.1]heptane-1-carboxylic acid COC(=O)C12CCCC(C1)(C2)C(=O)O